CS(=O)(=NC=1N=C2N(C=CC(=C2)C2=NOC(=N2)C(F)(F)F)C1)C1=NC=CN=C1 methyl(pyrazin-2-yl)((7-(5-(trifluoromethyl)-1,2,4-oxadiazol-3-yl)imidazo[1,2-a]pyridin-2-yl)imino)-λ6-sulfanone